(E)-2-(1,2,6,7-tetrahydro-8H-indeno[5,4-b]furan-8-ylidene)acetonitrile C1C2=C(OC1)C=CC=1CC/C(/C12)=C\C#N